BrC=1C(=C(C=NC1)NC1=C(C=C(C=C1)Cl)F)F 5-bromo-N-(4-chloro-2-fluoro-phenyl)-4-fluoro-pyridin-3-amine